CC=1N=C(C=2CN(CCOC2N1)C)OCC1=CC=CC=C1 2,6-di(methyl)-4-(phenylmethoxy)-7,8-dihydro-5H-pyrimido[5,4-f][1,4]oxazepine